(R)-7-((1-(6-cyanopyridazin-3-yl)-3,3-dimethylpiperidin-4-yl)amino)-2-(2-fluoro-5-methoxyphenyl)pyrazolo[1,5-a]pyrimidine-6-carboxamide C(#N)C1=CC=C(N=N1)N1CC([C@@H](CC1)NC1=C(C=NC=2N1N=C(C2)C2=C(C=CC(=C2)OC)F)C(=O)N)(C)C